O[C@H]1C[C@H](CCC1)N1N=C2C=C(C(=CC2=C1)C(=O)NC=1C=NN2C=NC=CC21)OC |o1:1,3| rel-2-((1S,3R)-3-hydroxycyclohexyl)-6-methoxy-N-(pyrazolo[1,5-c]pyrimidin-3-yl)-2H-indazole-5-carboxamide